C(C1=CC=CC=C1)OC1=C(C=CC=C1)C1CC(C1)=O 3-(2-(benzyloxy)phenyl)cyclobutan-1-one